N-(2,4-Dimethoxybenzyl)-3-fluoro-4-iodopyridin-2-amine COC1=C(CNC2=NC=CC(=C2F)I)C=CC(=C1)OC